pyrrolo[1,2-a]pyrazine-8-carboxylic acid C=1C=2N(C=CN1)C=CC2C(=O)O